[C@H]12CNC[C@@H]2C1C1=NOC(=C1N(C)C)C 3-[(1R,5S,6r)-3-azabicyclo[3.1.0]Hex-6-yl]-N,N,5-trimethyl-1,2-oxazol-4-amine